I[Ge](I)(I)I tetraiodogermane